(2-(2,6-dioxopiperidin-3-yl)-7-fluoro-3-oxoisoindolin-5-yl)methyl(4-cyclobutylphenyl) carbamate C(N)(OC1=C(C=C(C=C1)C1CCC1)CC=1C=C2C(N(CC2=C(C1)F)C1C(NC(CC1)=O)=O)=O)=O